4-chloro-3-hydroxy-N-[2-(2-hydroxyphenyl)ethyl]benzenesulfonamide ClC1=C(C=C(C=C1)S(=O)(=O)NCCC1=C(C=CC=C1)O)O